SCC1=CC=C(C=C1)OC1=CC=C(C=C1)CS bis-(4-mercaptomethylphenyl) ether